4-oxo-2-phenyl-4H-pyran O=C1C=C(OC=C1)C1=CC=CC=C1